ClC=1C=C(C=CC1Cl)C=1C=CC(=NC1)N1CCN(CC1)C(=O)C1=CC=C2C=CC(NC2=C1)=O 7-(4-(5-(3,4-dichlorophenyl)pyridin-2-yl)piperazine-1-carbonyl)quinolin-2(1H)-one